ClC=1C(=NC=CC1)N1C(NC(C2=CC=C(C=C12)C(C)(F)F)=O)=O 1-(3-Chloropyridin-2-yl)-7-(1,1-difluoroethyl)quinazoline-2,4(1H,3H)-dione